N-(6-(3-(pyridin-4-ylmethyl)ureido)spiro[3.3]heptan-2-yl)benzamide N1=CC=C(C=C1)CNC(NC1CC2(CC(C2)NC(C2=CC=CC=C2)=O)C1)=O